The molecule is an alpha,omega dicarboxyacyl-CoA that results from the formal condensation of the thiol group of coenzyme A with one of the carboxy groups of 3-hydroxy-3-methylglutaric acid. It has a role as a Saccharomyces cerevisiae metabolite. It is an omega-carboxyacyl-CoA and a 3-hydroxy fatty acyl-CoA. It derives from a glutaryl-CoA and a 3-hydroxy-3-methylglutaric acid. CC(C)(COP(=O)(O)OP(=O)(O)OC[C@@H]1[C@H]([C@H]([C@@H](O1)N2C=NC3=C(N=CN=C32)N)O)OP(=O)(O)O)[C@H](C(=O)NCCC(=O)NCCSC(=O)CC(C)(CC(=O)O)O)O